BrC1=C2C(NC(N(C2=CC(=C1)Cl)C=1C(=NC=CC1)C)=O)=O 5-Bromo-7-chloro-1-(2-methylpyridin-3-yl)quinazoline-2,4(1H,3H)-dione